ClC=1C(=C(C=CC1)NC1=NC=NC2=CC(=C(C=C12)[N+](=O)[O-])C#CC1(CN(CC1(F)F)C)C)F N-(3-chloro-2-fluorophenyl)-7-((4,4-difluoro-1,3-dimethyl-pyrrolidin-3-yl)ethynyl)-6-nitroquinazolin-4-amine